Ethyl 4-((5-(((3-aminobenzyl) oxy) methyl)-2-methoxy-3-(1-methyl-1H-1,2,4-triazol-3-yl) phenyl) amino)-2-chloropyrimidine-5-carboxylate NC=1C=C(COCC=2C=C(C(=C(C2)NC2=NC(=NC=C2C(=O)OCC)Cl)OC)C2=NN(C=N2)C)C=CC1